7-(7-fluoroimidazo[1,2-a]pyridin-3-yl)-4-iodoisoquinolin-1-amine FC1=CC=2N(C=C1)C(=CN2)C2=CC=C1C(=CN=C(C1=C2)N)I